4-((1R,3S)-3-hydroxycyclohexylamino)-2-((S)-5,6,7,8-tetrahydroquinolin-6-ylamino)pyrimidine-5-carboxamid O[C@@H]1C[C@@H](CCC1)NC1=NC(=NC=C1C(=O)N)N[C@@H]1CC=2C=CC=NC2CC1